ClC1=C(OCCCCC(=O)OCC)C=C(C=C1)CC1COC2=C(C=C(C=C2C1=O)CN1C(N(C=C1)C)=N)C=1C(=NN(C1)CC)C(F)(F)F Ethyl 5-(2-chloro-5-((8-(1-ethyl-3-(trifluoromethyl)-1H-pyrazol-4-yl)-6-((2-imino-3-methyl-2,3-dihydro-1H-imidazol-1-yl)methyl)-4-oxochroman-3-yl)methyl)phenoxy)pentanoate